(S)-quinuclidin-3-yl (2,2-diethyl-5-(4-isopropylphenyl)-2,3-dihydro-1H-inden-1-yl)carbamat C(C)C1(C(C2=CC=C(C=C2C1)C1=CC=C(C=C1)C(C)C)NC(O[C@@H]1CN2CCC1CC2)=O)CC